C1NCCC2=CC=CC(=C12)C#N tetrahydroisoquinoline-8-carbonitrile